5-methyl-2',3'-dideoxycytidine CC=1C(=NC(N([C@H]2CC[C@@H](CO)O2)C1)=O)N